N[C@@H](C(C)C)C(=O)N1[C@@H](C[C@H](C1)O)C(=O)N[C@@H](CO)C1=CC=C(C=C1)C=1C(=NC=NC1)C (2S,4R)-1-(L-valyl)-4-hydroxy-N-((R)-2-hydroxy-1-(4-(4-methylpyrimidin-5-yl)phenyl)ethyl)pyrrolidine-2-carboxamide